NC(CCCCCCCCCCCN)NC1=CC=CC=C1 1,12-diaminododecylaniline